(S)-4-bromo-1-((4,4-difluoro-5-oxopyrrolidin-2-yl)methoxy)-7-isopropoxyisoquinoline-6-carboxamide BrC1=CN=C(C2=CC(=C(C=C12)C(=O)N)OC(C)C)OC[C@H]1NC(C(C1)(F)F)=O